NC=1SC2=C(N1)C(=CC=C2)C2=C(C=C1C(=C(C(=NC1=C2F)OC[C@H]2N(CCC2)C)C#N)N2CCNCC2)Cl 7-(2-aminobenzo[d]thiazol-4-yl)-6-chloro-8-fluoro-2-(((S)-1-methylpyrrolidin-2-yl)methoxy)-4-(piperazin-1-yl)quinoline-3-carbonitrile